ClC1=C(C=CC(=C1)S(F)(F)(F)(F)F)O 2-Chloro-4-(pentafluoro-lambda6-sulfanyl)phenol